1-(2-ethynylthiazol-4-yl)-3-((3'-(oxetan-3-ylamino)-[1,1'-biphenyl]-4-yl)methyl)urea C(#C)C=1SC=C(N1)NC(=O)NCC1=CC=C(C=C1)C1=CC(=CC=C1)NC1COC1